C(C)OCCOCCOC1=CC=C(C=C1)C[C@H](C(=O)O)N1CCN(CCN(CCN(CC1)CC(=O)O)CC(=O)O)CC(=O)O (2R)-3-{4-[2-(2-ethoxyethoxy)ethoxy]Phenyl}-2-[4,7,10-tris(carboxymethyl)-1,4,7,10-tetraazacyclododec-1-yl]Propionic acid